geranylether C(\C=C(/C)\CCC=C(C)C)OC\C=C(/C)\CCC=C(C)C